CC1=C(C=2N(C=C1C1=C(C3=NC=4CNCCC4C=C3N1)C(C)C)N=CN2)C 2-(7,8-Dimethyl-[1,2,4]triazolo[1,5-a]pyridin-6-yl)-3-isopropyl-5,6,7,8-tetrahydro-1H-pyrrolo[3,2-b][1,7]naphthyridine